S1C(=CC=C1)[Se][Se]C=1SC=CC1 dithienyl diselenide